[7,8-dichloro-6-(2,6-difluorophenyl)-4H-[1,2,4]triazolo[1,5-a][1,4]benzodiazepine-2-Yl]methanol ClC1=C(C=CC2=C1C(=NCC=1N2N=C(N1)CO)C1=C(C=CC=C1F)F)Cl